[Bi+]=O Bismuth(III) Oxide